N-[(3-chloro-4-fluorophenyl)-(5-methyl-4-methylsulfonyl-1H-imidazol-2-yl)methyl]-4-(difluoromethyl)-5-fluoropyridin-2-amine ClC=1C=C(C=CC1F)C(NC1=NC=C(C(=C1)C(F)F)F)C=1NC(=C(N1)S(=O)(=O)C)C